manganese-copper indium sulfur [S].[In].[Cu].[Mn]